C(#N)C1=CC2=C(N=C(N=C2)NC=2C=C3CCN(CC3=CC2)C(=O)OC(C)(C)C)N(C1=O)CC(C)C tert-butyl 6-((6-cyano-8-isobutyl-7-oxo-7,8-dihydropyrido[2,3-d]pyrimidin-2-yl)amino)-3,4-dihydroisoquinoline-2(1H)-carboxylate